BrCCCCCCCCCCCCC/C=C/CCO (3E)-17-bromo-3-heptadecene-1-ol